Trinitrostyrol [N+](=O)([O-])C(=C([N+](=O)[O-])[N+](=O)[O-])C1=CC=CC=C1